3-((3-((1H-pyrrole-2-carbonyl)oxy)-4,5-dihydroxybenzoyl)oxy)-4,5-dihydroxybenzoic acid N1C(=CC=C1)C(=O)OC=1C=C(C(=O)OC=2C=C(C(=O)O)C=C(C2O)O)C=C(C1O)O